C(#C)C(O)=C Ethynylmethylidenecarbinol